6-(2,7-dimethyl-2H-indazol-5-yl)-4-methoxy-2-(1,2,3,6-tetrahydropyridin-4-yl)benzo[d]thiazole hydrochloride Cl.CN1N=C2C(=CC(=CC2=C1)C1=CC2=C(N=C(S2)C=2CCNCC2)C(=C1)OC)C